(-)-(2R or S)-N-{4-[cis-3-anilino-4-oxo-1,4,5,5a,6,7,8,8a-octahydrocyclopenta[b]pyrrolo[2,3-d]pyridin-2-yl]pyridin-2-yl}-4,4-difluoro-2-(4-fluorophenyl)butanamide N(C1=CC=CC=C1)C1=C(NC=2[C@@H]3[C@H](NC(C21)=O)CCC3)C3=CC(=NC=C3)NC([C@H](CC(F)F)C3=CC=C(C=C3)F)=O |o1:28|